methyl 4-oxo-4,7-dihydro-5H-thieno[2,3-C]pyran-5-carboxylate O=C1C2=C(COC1C(=O)OC)SC=C2